8-(2-chlorophenyl)-N-(6-(piperazin-1-yl)pyridin-3-yl)pyrido[3,4-d]pyrimidin-2-amine ClC1=C(C=CC=C1)C1=NC=CC2=C1N=C(N=C2)NC=2C=NC(=CC2)N2CCNCC2